C(C)(C)(C)C1=CC(=NC=C1)C=1NC2=CC(=C(C(=C2C1)F)SC(C(=O)O)(C)C)F 2-((2-(4-(tert-Butyl)pyridin-2-yl)-4,6-difluoro-1H-indol-5-yl)thio)-2-methylpropanoic acid